2,6-bis(N-methylimidazol-2-yl)-pyridine CN1C(=NC=C1)C1=NC(=CC=C1)C=1N(C=CN1)C